1-(4-[(2-chloro-6-fluorophenyl)carbamoyl]-2-fluoro-5-{[(2S)-1,1,1-trifluoroprop-2-yl]oxy}phenyl)-4-cyclopropyl-5-oxo-4,5-dihydro-1H-1,2,4-triazole-3-carboxylic acid ClC1=C(C(=CC=C1)F)NC(=O)C1=CC(=C(C=C1O[C@H](C(F)(F)F)C)N1N=C(N(C1=O)C1CC1)C(=O)O)F